O1CCC(=CC1)C1=CC=2C(N=N1)=NC(=NC2O)C 3-(3,6-dihydro-2H-pyran-4-yl)-7-methylpyrimidino[4,5-c]pyridazin-5-ol